(R)-3-amino-N-(8-chloro-7-(piperazin-1-yl)chroman-3-yl)-6-methylthieno[2,3-b]pyridine-2-carboxamide NC1=C(SC2=NC(=CC=C21)C)C(=O)N[C@H]2COC1=C(C(=CC=C1C2)N2CCNCC2)Cl